FC1=C(OC2C(NCC2)=O)C=C(C(=C1)F)N1CCNCC1 3-(2,4-difluoro-5-(piperazin-1-yl)phenoxy)pyrrolidin-2-one